ClC1=C(C=CC=C1Cl)SC=1C(=NC(=CN1)C)NCC1CCNCC1 ((2,3-dichlorophenyl)thio)-6-methyl-N-(piperidin-4-ylmethyl)pyrazin-2-amine